CN1CCC(CC1)NC(=O)C1=NC2=CC(=CC=C2C=C1)C1=CC(=CC=C1)NC(C=C)=O N-(1-methylpiperidin-4-yl)-7-[3-(prop-2-enamido)phenyl]quinoline-2-carboxamide